C([2H])([2H])([2H])C1=CC=CC=2C(NC3C=4N(C(C21)C3)C3=C(N4)C=CC=C3)=O (methyl-d3)-6,7-dihydro-7,14-methanobenzo[f]benzo[4,5]imidazo[1,2-a][1,4]diazocin-5(14H)-one